C(C1=CC=CC=C1)OC1=CC=C(C=C1)C1=CC=NCC1 4-(4-(benzyloxy)phenyl)-5,6-dihydropyridin